Cl.CNCC(=O)ON1N=CC(=C1)C=1SC=C(N1)C(NC=1C(=NN(C1)C1CCC(CC1)OCC)C1=NC(=CC=C1F)F)=O (4-(4-((3-(3,6-difluoropyridin-2-yl)-1-((1r,4r)-4-ethoxycyclohexyl)-1H-pyrazol-4-yl) carbamoyl) thiazol-2-yl)-1H-pyrazol-1-yl) methylglycinate hydrogen chloride salt